4-(3-{[2-(2,6-dioxopiperidin-3-yl)-1-oxo-2,3-dihydro-1H-isoindol-4-yl]oxy}propyl)-N-[(1r,3r)-3-(3-chloro-4-cyanophenoxy)-2,2,4,4-tetramethylcyclobutyl]benzamide O=C1NC(CCC1N1C(C2=CC=CC(=C2C1)OCCCC1=CC=C(C(=O)NC2C(C(C2(C)C)OC2=CC(=C(C=C2)C#N)Cl)(C)C)C=C1)=O)=O